N-methylpyrrolidine-3-boronic acid CN1CC(CC1)B(O)O